ClC=1N=C2C(=C(C(N(C2=CC1)C)=O)C#N)N1C[C@@H]([C@@H](CC1)N(C1=CC=C(C=C1)F)C)OC 6-chloro-4-[(3S,4R)-4-(4-fluoro-N-methyl-anilino)-3-methoxy-1-piperidyl]-1-methyl-2-oxo-1,5-naphthyridine-3-carbonitrile